4-amino-N-(4-(methoxymethyl)phenyl)-1-(trans-4-methylcyclohexyl)-1H-pyrazolo[3,4-d]pyrimidine-3-carboxamide NC1=C2C(=NC=N1)N(N=C2C(=O)NC2=CC=C(C=C2)COC)[C@@H]2CC[C@H](CC2)C